phenanthro(4,3-b)furan O1C2=C(C=C1)C=CC=1C=CC=3C=CC=CC3C12